FC(OC=1C=C(C=C(C1C(=O)N1CC(C1)C(F)(F)F)OC)C1=CN=C2N1C=CC(=C2)C(C#N)(C)C)F 2-[3-[3-(difluoromethoxy)-5-methoxy-4-[3-(trifluoromethyl)azetidine-1-carbonyl]phenyl]imidazo[1,2-a]pyridin-7-yl]-2-methyl-propanenitrile